C(C)(C)C1=NN(C(=C1)O)C1=CC=CC=C1 3-Isopropyl-1-phenyl-1H-pyrazol-5-ol